2-methylsulfanyl-7,9-dihydro-3H-purine-6,8-dithione CSC1=NC(C=2NC(NC2N1)=S)=S